ClC1=CC=C(C=C1)CC(C1=CC=C(C=C1)OC(F)(F)F)NC(=O)[C@@H]1CNC(O1)=O (5S)-N-(2-(4-chlorophenyl)-1-(4-(trifluoromethoxy)phenyl)ethyl)-2-oxooxazolidine-5-carboxamide